6-(3-chloro-6-(difluoromethyl)-2-fluorophenyl)pyrazine-2-carboxamide tert-butyl-8,10-dioxo-9-(phenyl-$l{3}-iodanylidene)-3-azaspiro[5.5]undecane-3-carboxylate C(C)(C)(C)OC(=O)N1CCC2(CC1)CC(C(C(C2)=O)=IC2=CC=CC=C2)=O.ClC=2C(=C(C(=CC2)C(F)F)C2=CN=CC(=N2)C(=O)N)F